O1C(=CC2=C1C=CC=C2)C=2C(OC1=CC(=CC=C1C2)F)=O 3-(benzofuran-2-yl)-7-fluoro-2H-chromen-2-one